Br[Zn]CC(=O)OC(C)(C)C bromo[2-(1,1-dimethylethoxy)-2-oxoethyl]-zinc